N-(4-(N-cyclopentyl-N-((1-ethyl-1,2,3,4-tetrahydroquinolin-6-yl)methyl)sulfamoyl)-phenyl)-2-phenylacetamide C1(CCCC1)N(S(=O)(=O)C1=CC=C(C=C1)NC(CC1=CC=CC=C1)=O)CC=1C=C2CCCN(C2=CC1)CC